C1=CC=CC=2C3=CC=CC=C3C(C12)COC(=O)N[C@H](C(=O)O)CCC1=CN=CN1C(C1=CC=C(C=C1)C)(C1=CC=CC=C1)C1=CC=CC=C1 (S)-2-((((9H-fluoren-9-yl)methoxy)carbonyl)amino)-4-(1-(diphenyl(p-tolyl)methyl)-1H-imidazol-5-yl)butanoic acid